FC(C1=NN(C(=C1)C(F)F)CC(=O)N1CCC(CC1)C=1SC=C(N1)C1OCC2=C(CO1)C(=CC=C2OS(=O)(=O)C)F)F methanesulfonic acid 3-[2-(1-{[3,5-bis(difluoromethyl)-1H-pyrazol-1-yl] acetyl} piperidin-4-yl)-1,3-thiazol-4-yl]-9-fluoro-1,5-dihydro-2,4-benzodioxepin-6-yl ester